C(C)N(C)[Sn] (ethyl-(methyl)amino)tin